2-amino-9-[(2R,6S)-6-[[bis(4-methoxyphenyl)-phenyl-methoxy]methyl]-6-(triisopropyl-silyloxymethyl)-1,4-dioxan-2-yl]-1H-purin-6-one NC=1NC(C=2N=CN(C2N1)[C@@H]1O[C@](COC1)(CO[Si](C(C)C)(C(C)C)C(C)C)COC(C1=CC=CC=C1)(C1=CC=C(C=C1)OC)C1=CC=C(C=C1)OC)=O